FC1=CC=C(C=C1)C1N(CCC2=CC=CC=C12)C(=O)O 4-fluorophenyl-3,4-dihydroisoquinoline-2(1H)-carboxylic acid